1-(2-azido-1,1-difluoroethyl)-4-nitrobenzene N(=[N+]=[N-])CC(F)(F)C1=CC=C(C=C1)[N+](=O)[O-]